tert-butyl 2-ethyl-3-oxo-6-((4-(4-(trifluoromethyl)piperidin-1-yl)phenyl)amino)-2,3-dihydro-1H-indazole-1-carboxylate C(C)N1N(C2=CC(=CC=C2C1=O)NC1=CC=C(C=C1)N1CCC(CC1)C(F)(F)F)C(=O)OC(C)(C)C